N1-(3,5-dichlorophenyl)-N2,N2-dimethylethane-1,2-diamine ClC=1C=C(C=C(C1)Cl)NCCN(C)C